FC1=CC=C(C=C1)[C@]1(C[C@@H]2[C@H](N(OC2(C)C)C(C)C)[C@H](C1)C)C |r| rac-(3aR,5R,7S,7aR)-5-(4-fluorophenyl)-1-isopropyl-3,3,5,7-tetramethyloctahydrobenzo[c]isoxazole